C(C)(C)(C)OC(=O)NC[C@@]1(OC2=C(C1)C(=C(C=C2)Cl)C2=C(C(=NC=C2C(=O)O)OC)F)C2=CC=CC=C2 4-((2S,4R)-2-(((tert-butoxycarbonyl)amino)methyl)-5-chloro-2-phenyl-2,3-dihydrobenzofuran-4-yl)-5-fluoro-6-methoxynicotinic acid